ClCC1=CC(=CC=C1)SCOC 1-(chloromethyl)-3-[(methoxymethyl)sulfanyl]benzene